FC(C1=CC=C(CNC2=NC=CC(=C2)C=2C=C3C(=NNC3=CC2)N)C=C1)(F)F 5-(2-((4-(trifluoromethyl)benzyl)amino)pyridin-4-yl)-1H-indazol-3-amine